tellurium sulfide [Te]=S